OC1(CCC(CC1)CNC1=C(C=C(C=C1)S(=O)(=O)N)[N+](=O)[O-])C 4-((((1R,4r)-4-hydroxy-4-methylcyclohexyl)methyl)amino)-3-nitrobenzenesulfonamide